N1C=NC=C1C=1C(=C(C=NC1)C=1C=C2C=C(N=CC2=C(C1F)N)NC1=NN2CC(N(CCC2=C1)C)=O)C 2-((6-(5-(1H-imidazol-5-yl)-4-methylpyridin-3-yl)-8-amino-7-fluoroisoquinolin-3-yl)amino)-6-methyl-5,6-dihydro-4H-pyrazolo[1,5-d][1,4]diazepin-7(8H)-one